2,5-dimethoxy-4-isopropylthioamphetamine COC1=C(CC(N)C)C=C(C(=C1)SC(C)C)OC